1-(1,2-dimethylpropyl)-N,5-dimethyl-N-pyridazin-4-yl-carboxamide CC(C(C)C)N1NC=C(C(=C1)C)N(C=O)C